ClC1=NC2=CC=C(C=C2C(=N1)[C@](COC1OCCCC1)(C1=CC=CC=C1)OC1CC1)C=1C2=C(C(N(C1)C)=O)N(C=C2)S(=O)(=O)C2=CC=C(C)C=C2 4-(2-chloro-4-((1S)-1-cyclopropoxy-1-phenyl-2-((tetrahydro-2H-pyran-2-yl)oxy)ethyl)quinazolin-6-yl)-6-methyl-1-tosyl-1,6-dihydro-7H-pyrrolo[2,3-c]pyridin-7-one